C(OC1=CC=C(C=C1)N1C(C2=CC=C(C=C2C1)OCC=1N=C(SC1)C)=O)([2H])([2H])[2H] (4-(methoxy-d3)phenyl)-5-((2-methylthiazol-4-yl)methoxy)isoindolin-1-one